4-[2-[2-[2-(2-aminoethoxy)ethoxy]-2-hydroxy-phenyl]-6-(4-methoxyphenyl)-1,3,5-triazin-2-yl]phenol bis-hydrochloride Cl.Cl.NCCOCCOC1(C(C=CC=C1)C1(NC(=NC=N1)C1=CC=C(C=C1)OC)C1=CC=C(C=C1)O)O